1-(4-(((7-fluorobenzo[d]thiazol-2-yl)(4-methoxyphenethyl)amino)-methyl)benzoyl)pyrrolidine-3-carboxylic acid FC1=CC=CC=2N=C(SC21)N(CCC2=CC=C(C=C2)OC)CC2=CC=C(C(=O)N1CC(CC1)C(=O)O)C=C2